(6-Chloro-2-methoxy-5-(trifluoromethyl)pyridin-3-yl)methanol ClC1=C(C=C(C(=N1)OC)CO)C(F)(F)F